7-[4-[3-(2,4-dioxohexahydropyrimidin-1-yl)-1-methyl-indazol-6-yl]piperazin-1-yl]heptanoic acid O=C1N(CCC(N1)=O)C1=NN(C2=CC(=CC=C12)N1CCN(CC1)CCCCCCC(=O)O)C